(6-fluoro-4-hydroxy-2-((2-methylpyrimidin-5-yl)oxy)-9H-pyrimido[4,5-b]indol-8-yl)(methyl)carbamic acid tert-butyl ester C(C)(C)(C)OC(N(C)C=1C=C(C=C2C3=C(NC12)N=C(N=C3O)OC=3C=NC(=NC3)C)F)=O